2-(((2-((tert-butoxycarbonyl)amino)ethyl)thio)methyl)-1,4,10,13-tetraoxa-7,16-diazacyclooctadecane C(C)(C)(C)OC(=O)NCCSCC1OCCNCCOCCOCCNCCOC1